methyl-isohexane CCCCC(C)C